ethyl-(3S)-1-[2-[4-(2-chlorophenyl)-2-oxo-chromen-7-yl]oxypropanoyl]piperidine C(C)C1N(CCCC1)C(C(C)OC1=CC=C2C(=CC(OC2=C1)=O)C1=C(C=CC=C1)Cl)=O